ClC1=C(C=CC=C1)N1C(N=C(C2=CC=C(C=C12)C1CC1)NCCS(=O)(=O)N)=O 2-((1-(2-chlorophenyl)-7-cyclopropyl-2-oxo-1,2-dihydroquinazolin-4-yl)-amino)ethane-1-sulfonamide